[Ca+2].C(=O)[O-].C(=O)[O-] formate calcium